1-(6,7-dihydro-4H-pyrazolo[5,1-c][1,4]oxazin-2-yl)-4-oxo-1,4-dihydroquinoline-3-carboxylic acid N1=C(C=C2COCCN21)N2C=C(C(C1=CC=CC=C21)=O)C(=O)O